ClC1C=CC(=CC1C([C@@H](C(NC1=CC=C(C=C1)C=1N(C=NC1)C)=O)NC(=O)C=1N(N=CC1)C)C)C1=CN(C(C=C1)=O)C(C)C N-[(1S)-2-[6-chloro-3-(1-isopropyl-6-oxo-3-pyridyl)cyclohexa-2,4-dien-1-yl]-1-[[4-(3-methylimidazol-4-yl)phenyl]carbamoyl]propyl]-2-methyl-pyrazole-3-carboxamide